C1(C=CC2=CC=CC=C12)[Li] indenyl-lithium